C(CCCCCCC\C=C/CCCCCC)(=O)OC[C@H](N)C(=O)O O-palmitoleoyl-serine